C=C1C[C@H]2[C@@H]3CCC([C@@]3(C)CC[C@@H]2[C@]2(CCC(C=C12)=O)C)=O 6-methylene-androstane-4-ene-3,17-dione